C(C)(=O)C1(CC(=C(C=C1)C1=CC=CC=C1)SC1=CC=CC=C1)C(C1=CC=C(C=C1)C)=O 4-acetyl-2-phenylthio-4-(4-methylbenzoyl)biphenyl